CC=1C=C(C=CC1C)C=1C(=CC(=[N+](C1)[O-])C(NC1CS(C=C1)(=O)=O)=O)OC 5-(3,4-dimethylphenyl)-2-((1,1-dioxido-2,3-dihydrothiophen-3-yl)carbamoyl)-4-methoxypyridine 1-oxide